NC1=NC=2C=C(C(=CC2C=2N1N=C(N2)[C@@]2(CN(CC2)C=2C=NN(C2)CC(C)(O)C)F)F)OC |o1:14| (R or S)-1-(4-(3-(5-amino-9-fluoro-8-methoxy-[1,2,4]triazolo[1,5-c]quinazolin-2-yl)-3-fluoropyrrolidin-1-yl)-1H-pyrazol-1-yl)-2-methylpropan-2-ol